2-[(3S)-3-fluoropyrrolidin-1-yl]ethan-1-ol F[C@@H]1CN(CC1)CCO